S1CCCCC1 thiaAn